C(C1=CC=CC=C1)N1CC=2N=C(N=C(C2CC1)N1[C@H](CN(CC1)C(=O)OC(C)(C)C)C)Cl tert-butyl (3S)-4-(7-benzyl-2-chloro-6,8-dihydro-5H-pyrido[3,4-d]pyrimidin-4-yl)-3-methyl-piperazine-1-carboxylate